(R)-3-(4-((2-(1H-indol-3-yl)ethyl)amino)-7-(methoxymethyl)-7,8-dihydro-6H-pyrimido[5,4-b][1,4]oxazin-2-yl)pyridin-2(1H)-one N1C=C(C2=CC=CC=C12)CCNC1=NC(=NC2=C1OC[C@H](N2)COC)C=2C(NC=CC2)=O